ClC=1C=C2C(=C3C4(NC(NC13)=O)CCCCC4)OC(=C2)C(=O)N2CCN(CC2)C2=CC(=CC=C2)OC 5'-chloro-2'-[4-(3-methoxyphenyl)piperazine-1-carbonyl]-7',8'-dihydro-6'H-spiro[cyclohexane-1,9'-furo[2,3-f]quinazoline]-7'-one